C(C)OC1=CC=CC=2N=C(NC21)S ethoxy-2-mercaptobenzimidazole